N-benzyl-N-(1-(p-tolyl)vinyl)acetamide C(C1=CC=CC=C1)N(C(C)=O)C(=C)C1=CC=C(C=C1)C